[Cu].[Mn].[Fe] iron-manganese copper